NC=1C2=C(N=CN1)N(C(=C2C2=CC=C(C=C2)OC2=NC(=CC=C2)C)C2CC(CC2)N(C(C=C)=O)C)C N-(3-(4-amino-7-methyl-5-(4-((6-methylpyridin-2-yl)oxy)phenyl)-7H-pyrrolo[2,3-d]pyrimidin-6-yl)cyclopentyl)-N-methylacrylamide